sodium 1,2-ethylene bis(dithiocarbamate) C(N)(SCCSC(N)=S)=S.[Na]